(S)-3-Amino-4-((2,6-dichloropyridin-4-yl)methoxy)-4-oxobutanoic acid hydrochloride Cl.N[C@@H](CC(=O)O)C(=O)OCC1=CC(=NC(=C1)Cl)Cl